FC1=C(C=C2C(=CN(C(C2=C1)=O)C=1C(=NNC1C(F)(F)F)C)C(C)C)C=1N=C(N(C1)C)C(C)(C)O 7-Fluoro-6-(2-(2-hydroxypropan-2-yl)-1-methyl-1H-imidazol-4-yl)-4-isopropyl-2-(3-methyl-5-(trifluoromethyl)-1H-pyrazol-4-yl)isoquinolin-1(2H)-one